1-(4-methoxybenzyl)-2,4-dimethylbenzene COC1=CC=C(CC2=C(C=C(C=C2)C)C)C=C1